FC1([C@@H](CC(CC1)(C)C)[C@@H](C(=O)NC1=CC=C(C=C1)C=1C(=NNC1C)C)NC(=O)C=1N(N=CC1)C(CO)C)F N-[(1S)-1-[(1S)-2,2-difluoro-5,5-dimethyl-cyclohexyl]-2-[4-(3,5-dimethyl-1H-pyrazol-4-yl)anilino]-2-oxo-ethyl]-2-(2-hydroxy-1-methyl-ethyl)pyrazole-3-carboxamide